10-[2,3-dihydroxy-1-(hydroxymethyl)propyl]-1,4,7,10-tetraazacyclododecane-1,4,7-triacetic acid OC(C(CO)N1CCN(CCN(CCN(CC1)CC(=O)O)CC(=O)O)CC(=O)O)CO